COC1=C(C=CC=C1)N1C(OC(=C1C(C)=O)C)=O 3-(2'-methoxyphenyl)-4-acetyl-5-methyloxazol-2(3H)-one